2-[4-(difluoromethoxy)phenoxy]-N-(3-methylsulfonyl-phenyl)-5-(trifluoromethyl)pyridine-3-carboxamide FC(OC1=CC=C(OC2=NC=C(C=C2C(=O)NC2=CC(=CC=C2)S(=O)(=O)C)C(F)(F)F)C=C1)F